3-(chloromethyl)-2-methoxy-6-(methoxymethyl)pyridine ClCC=1C(=NC(=CC1)COC)OC